5-[2-[[(3R)-1-[2-[tert-Butyl(dimethyl)silyl]oxyethyl]-3-piperidyl]amino]oxazolo[4,5-b]pyrazin-5-yl]-6-methyl-2,3-dihydrobenzofuran-4-ol [Si](C)(C)(C(C)(C)C)OCCN1C[C@@H](CCC1)NC=1OC=2C(=NC(=CN2)C2=C(C=C3C(CCO3)=C2O)C)N1